(R)-2,2'-bis[di(3,5-xylyl)phosphino]-1,1'-binaphthyl CC1=CC(=CC(=C1)P(C2=C(C3=CC=CC=C3C=C2)C4=C(C=CC5=CC=CC=C54)P(C6=CC(=CC(=C6)C)C)C7=CC(=CC(=C7)C)C)C8=CC(=CC(=C8)C)C)C